N-(6-((1H-pyrazol-1-yl)methyl)-4-(fluoromethoxy)benzo[d]isoxazol-3-yl)-2,4-dimethoxy-6-(prop-1-yn-1-yl)pyridine-3-sulfonamide N1(N=CC=C1)CC1=CC2=C(C(=NO2)NS(=O)(=O)C=2C(=NC(=CC2OC)C#CC)OC)C(=C1)OCF